5-(2-{(S)-[(2-ethylpyrazole-3-carbonyl)amino](4-methylcyclohexyl)methyl}-4-fluoro-1H-benzimidazol-5-yl)-3,6-dihydro-2H-pyran-4-carboxylic acid ethyl ester C(C)OC(=O)C=1CCOCC1C1=C(C2=C(NC(=N2)[C@H](C2CCC(CC2)C)NC(=O)C=2N(N=CC2)CC)C=C1)F